4-(4-fluorophenyl)-1-(3-(pyridin-4-yl)bicyclo[1.1.1]pentan-1-yl)piperidine-2,6-dione FC1=CC=C(C=C1)C1CC(N(C(C1)=O)C12CC(C1)(C2)C2=CC=NC=C2)=O